2,2-Methylenebis(4-methyl-6-t-butylphenol) CC1=CC(=C(C(=C1)C(C)(C)C)O)CC2=C(C(=CC(=C2)C)C(C)(C)C)O